BrC[C@@H]1[C@@H](C1)CC(=O)OCCCC cis-Butyl 2-(2-(bromomethyl)cyclopropyl)acetate